(S)-N-Benzyl-3-(2-(1-cyanopyrrolidin-2-yl)-benzo[d]oxazol-5-yl)-4-methyl-benzenesulfonamide C(C1=CC=CC=C1)NS(=O)(=O)C1=CC(=C(C=C1)C)C=1C=CC2=C(N=C(O2)[C@H]2N(CCC2)C#N)C1